6-Fluoronicotinamide FC1=NC=C(C(=O)N)C=C1